COCCCCCCCCCCCCCCCCNCCOCCOCCOCCOCCOCCOCCOCCOCCOCCOCCOCCOCCOCCOCCOCCOCCOCCOCCOCCOCCOCCOCCOCCOCCC(=O)O 2,22,25,28,31,34,37,40,43,46,49,52,55,58,61,64,67,70,73,76,79,82,85,88,91-pentacosaoxa-19-azatetranonacontan-94-oic acid